C(C1=CC=CC=C1)OCCCCCCC(CCCCCCCCO[Si](C(C)C)(C(C)C)C(C)C)=O 1-(benzyloxy)-15-((triisopropylsilyl)oxy)pentadecan-7-one